2-methoxy-5-(1,4-dioxaspiro[4.5]dec-7-en-8-yl)benzoic acid methyl ester COC(C1=C(C=CC(=C1)C1=CCC2(OCCO2)CC1)OC)=O